ClC1=CC=C(C=C1)C1=CC(=NN1CC1=NC=CC=C1)COC(C(=O)O)(C)C 2-([5-(4-Chlorophenyl)-1-([pyridin-2-yl]methyl)1H-pyrazol-3-yl]methoxy)-2-methylpropanoic acid